5-(2-bromopyrazolo[5,1-b]thiazole-7-carboxamido)-4-ethylthiophene-2-carboxylate BrC1=CN2C(S1)=C(C=N2)C(=O)NC2=C(C=C(S2)C(=O)[O-])CC